(3S,5R)-8-(2-amino-6-((R)-1-(4-chloro-2-(5,6-dihydro-2H-pyran-3-yl)phenyl)-2,2,2-trifluoroethoxy)pyrimidine-4-yl)-2-azaspiro[4.5]dec-7-ene-3-carboxylic acid hydrochloride Cl.NC1=NC(=CC(=N1)C1=CC[C@@]2(C[C@H](NC2)C(=O)O)CC1)O[C@@H](C(F)(F)F)C1=C(C=C(C=C1)Cl)C=1COCCC1